C1(=CC=CC=C1)NCCC[Si](OC)(OC)OC N-phenylaminopropyltrimethoxy-silane